CC12C(CC(CC1)C2(C)C)N 1,7,7-trimethylnorbornane-2-amine